6-(2-fluoroethoxy)-4-(6-(piperazin-1-yl)pyridin-3-yl)-1H-pyrazole FCCOC1(C=CC(=CN1)C=1C=NNC1)N1CCNCC1